FC(C1=CC=C(C=C1)/C=C/C(=O)NCC(=O)N1CC2=CC=C(C=C2CC1)[C@H]1[C@@H](C1)C(=O)O)(F)F |o1:26,27| (1R*,2R*)-2-[2-[2-[[(E)-3-[4-(trifluoromethyl)phenyl]prop-2-enoyl]amino]acetyl]-3,4-dihydro-1H-isoquinolin-6-yl]cyclopropane-1-carboxylic acid